N-{[4-methyl-2-(piperidin-1-yl)phenyl](5-methylfuran-2-yl)methyl}-2-{3-[4-(trifluoroacetyl)piperazin-1-yl]phenyl}acetamide CC1=CC(=C(C=C1)C(NC(CC1=CC(=CC=C1)N1CCN(CC1)C(C(F)(F)F)=O)=O)C=1OC(=CC1)C)N1CCCCC1